BrC1=CC=C(C=C1)NC(CCCCCCNC(OC(C)(C)C)=O)=O Tert-butyl (7-((4-bromophenyl)amino)-7-oxoheptyl)carbamate